dodecan-2-amine CC(CCCCCCCCCC)N